FC=1C=C(C2=C(C(=C(O2)C(C(F)(F)F)N)C)C1)F 1-(5,7-difluoro-3-methylbenzofuran-2-yl)-2,2,2-trifluoroethan-1-amine